(2s,5r)-4-(2-(2-(cyclopropanecarbonyl)hydrazino)-1-(4-fluorophenyl)-2-oxoethyl)-2,5-dimethylpiperazine-1-carboxylic acid tert-butyl ester C(C)(C)(C)OC(=O)N1[C@H](CN([C@@H](C1)C)C(C(=O)NNC(=O)C1CC1)C1=CC=C(C=C1)F)C